N-phenyl-2-(dicyclohexylphosphino)indole C1(=CC=CC=C1)N1C(=CC2=CC=CC=C12)P(C1CCCCC1)C1CCCCC1